endo-5,6-dimethoxy-carbonyl-norbornene COC(=O)C1C2C=CC(C1C(=O)OC)C2